BrC1=C2CN(C(C2=CC=C1)=O)C(C(=O)NC(C(=O)N(C)C)=C)=C 2-(2-(4-bromo-1-oxoisoindolin-2-yl)acrylamido)-N,N-dimethylacrylamide